OC(CCCCCC(=O)OC\C=C/CCCCCC)CN(CCCCNC(CN(CC(NCCCCN(CC(CCCCCC(=O)OC\C=C/CCCCCC)O)CC(CCCCCC(OC\C=C/CCCCCC)=O)O)=O)C)=O)CC(CCCCCC(=O)OC\C=C/CCCCCC)O di((Z)-non-2-en-1-yl) 7,27-dihydroxy-9,25-bis(2-hydroxy-8-(((Z)-non-2-en-1-yl)oxy)-8-oxooctyl)-17-methyl-15,19-dioxo-9,14,17,20,25-pentaazatritriacontanedioate